5-Ethyl-6-fluoro-4-(8-fluoro-2-(((2R,7aS)-2-fluorotetrahydro-1H-pyrrolizin-7a(5H)-yl)methoxy)-4-((S)-1-oxa-6-azaspiro[3.5]nonan-6-yl)quinazolin-7-yl)naphthalen-2-ol C(C)C1=C2C(=CC(=CC2=CC=C1F)O)C1=CC=C2C(=NC(=NC2=C1F)OC[C@]12CCCN2C[C@@H](C1)F)N1C[C@@]2(CCO2)CCC1